rac-5-{2-[(2R,5S)-5-methyl-2-[4-(1H-pyrazol-1-yl)phenyl]piperidin-1-yl]-2-oxoacetamido}pyridine-3-carboxamide C[C@H]1CC[C@@H](N(C1)C(C(=O)NC=1C=C(C=NC1)C(=O)N)=O)C1=CC=C(C=C1)N1N=CC=C1 |r|